CCOC(=O)C[C@@H](C)O ethyl (R)-(-)-3-hydroxybutyrate